(2R,3R,4S,5R,6R)-4-(4-(3-fluorophenyl)-1H-1,2,3-triazol-1-yl)-3,5-dihydroxy-6-(hydroxymethyl)tetrahydro-2H-pyran-2-carboxylic acid FC=1C=C(C=CC1)C=1N=NN(C1)[C@@H]1[C@H]([C@@H](O[C@@H]([C@@H]1O)CO)C(=O)O)O